FC(C(=O)O)(CC1=C(C=C(C=C1)F)C(F)(F)F)F α,α,4-trifluoro-2-(trifluoromethyl)-phenylpropionic acid